4-[hydroxy-[2-(2-morpholinoethoxy)-3-pyridinyl]methyl]-1-methyl-pyrazole-3-carboxylic acid ethyl ester C(C)OC(=O)C1=NN(C=C1C(C=1C(=NC=CC1)OCCN1CCOCC1)O)C